N-(1-(2-bromo-4-fluorophenyl)ethyl)-5-fluoro-2-methoxy-N-methylnicotinamide BrC1=C(C=CC(=C1)F)C(C)N(C(C1=C(N=CC(=C1)F)OC)=O)C